dimethyl-(5-n-butylthienyl)(methyl)methylene(cyclopentadienyl)(2,7-di-tert-butylfluorenyl)hafnium C[Hf](C1=C(C=CC=2C3=CC=C(C=C3CC12)C(C)(C)C)C(C)(C)C)(C1C=CC=C1)(=C(C)C=1SC(=CC1)CCCC)C